Isothiazole 1,1-dioxide S1(N=CC=C1)(=O)=O